(S)-N-(4-(N-tert-butylsulfamoyl)phenyl)-2-(4-fluorophenylsulfonylamino)-3-phenylpropanamide C(C)(C)(C)NS(=O)(=O)C1=CC=C(C=C1)NC([C@H](CC1=CC=CC=C1)NS(=O)(=O)C1=CC=C(C=C1)F)=O